The molecule is a monosaccharide derivative that is (+)-catechin substituted by a beta-D-xylopyranosyl moiety at position 7 via a glycosidic linkage. It is a beta-D-xyloside and a monosaccharide derivative. It derives from a (+)-catechin. C1[C@@H]([C@H](OC2=CC(=CC(=C21)O)O[C@H]3[C@@H]([C@H]([C@@H](CO3)O)O)O)C4=CC(=C(C=C4)O)O)O